(5S,7aS)-5-(2-fluoroethyl)-2-methylenetetrahydro-1H-pyrrolizine FCC[C@H]1N2CC(C[C@@H]2CC1)=C